C(C)(C)(C)OC(=O)N[C@H](CN1C=C(C=C1)C(=O)OC)C methyl (S)-1-(2-((tert-butoxycarbonyl) amino) propyl)-1H-pyrrole-3-carboxylate